N-(2-oxo-2-(4-(3-(pyridin-2-yl)-1,2,4-oxadiazol-5-yl)piperidin-1-yl)ethyl)benzamide iron (III) [Fe+3].O=C(CNC(C1=CC=CC=C1)=O)N1CCC(CC1)C1=NC(=NO1)C1=NC=CC=C1